C(C)(C)(C)[C@@H]1CC=2C=C3C(=NC2CC1)SC(=N3)C(=O)N[C@H](CCN3CCC(CC3)O)C3=CC(=CC=C3)C(NC3CNC(C3)=O)=O (7S)-7-tert-butyl-N-[(1R)-3-(4-hydroxy-1-piperidyl)-1-[3-[(5-oxopyrrolidin-3-yl)carbamoyl]phenyl]propyl]-5,6,7,8-tetrahydrothiazolo[5,4-b]quinoline-2-carboxamide